C(C)(C)(C)OC(=O)N1C2CN(C(CC1)CC2)CC2=C(N=C1N2C=CC=N1)C1=CC=C(C=C1)C(C)C.C(C1=CC=CC=C1)(=O)C1=C(C(=C2C=CC=CN12)N1CC=CC=C1)C1=CC=CC=C1 1-(3-benzoyl-2-phenylindolizin-1-yl)pyridine tert-butyl-6-{[2-(4-isopropylphenyl)imidazo[1,2-a]pyrimidin-3-yl]methyl}-2,6-diazabicyclo[3.2.2]nonane-2-carboxylate